N-hexyl-N-octyl-toluidine C(CCCCC)N(C=1C(=CC=CC1)C)CCCCCCCC